1-[[2-(difluoro-methoxy)pyridin-4-yl]methyl]-3-(4-fluoro-3-methylphenyl)urea FC(OC1=NC=CC(=C1)CNC(=O)NC1=CC(=C(C=C1)F)C)F